C1(CC1)N1C(N(C2=C1C(=CC=C2)N2CCNCC2)N2C(CCCC2=O)=O)=O (3-cyclopropyl-2-oxo-4-piperazin-1-yl-benzoimidazol-1-yl)piperidine-2,6-dione